6,7-dihydro-4H-pyrazolo[5,1-c][1,4]oxazin-2-yl-methanol di-tert-butyl-[3-(3-(chloromethyl)-1,2-oxazol-5-yl)pyridin-2-yl]imidodicarbonate C(C)(C)(C)C=1C(=C(C(=NC1)N(C(=O)O)C(=O)O)C1=CC(=NO1)CCl)C(C)(C)C.N1=C(C=C2COCCN21)CO